COC1=C(C=CC(=C1)OC)CN(C1=NC2=CC(=CC=C2C=C1)OCC=1C=NC=C(C1)C1=CNC2=C1N=CN=C2NCC2=C(C=C(C=C2)OC)OC)C N-[(2,4-dimethoxyphenyl)methyl]-7-{[5-(4-{[(2,4-dimethoxyphenyl)methyl]amino}-5H-pyrrolo[3,2-d]pyrimidin-7-yl)pyridin-3-yl]methoxy}-N-methylquinolin-2-amine